ClC1=NC=CC(=C1C#N)C(F)(F)F 2-chloro-4-(trifluoromethyl)pyridine-3-carbonitrile